(R)-4-((3S,5S,8R,9S,10S,13R,14S,17R)-3-hydroxy-10,13-dimethylhexadecahydro-1H-cyclopenta[a]phenanthren-17-yl)-1-(4-(pyridin-4-yl)piperazin-1-yl)pentan-1-one O[C@H]1CC[C@@]2([C@H]3CC[C@@]4([C@H](CC[C@H]4[C@@H]3CC[C@H]2C1)[C@@H](CCC(=O)N1CCN(CC1)C1=CC=NC=C1)C)C)C